tert-Butyl 2-(4-formyl-3-hydroxyphenyl)-2,7-diazaspiro[3.5]nonane-7-carboxylate C(=O)C1=C(C=C(C=C1)N1CC2(C1)CCN(CC2)C(=O)OC(C)(C)C)O